OC1=CC=C2C(=CC(OC2=C1[N+](=O)[O-])=O)C 7-Hydroxy-4-Methyl-8-Nitro-Chromen-2-One